2-(1-phenyl-1H-benzo[d]imidazol-2-yl)ethan-1-amine dihydrochloride Cl.Cl.C1(=CC=CC=C1)N1C(=NC2=C1C=CC=C2)CCN